1-(2-aminoisoamyl)-2-hydroxymethyl-5-benzyloxypyridin-4-one NC(CN1C(=CC(C(=C1)OCC1=CC=CC=C1)=O)CO)C(C)C